C(#N)[C@H]1C[C@@H](CN(CC1)C=1C2=C(N=C(N1)OCC13CCCN3CCC1)C(=C(N=C2)C2=CC(=CC1=CC=C(C(=C21)C#C)F)O)F)NC(C=C)=O N-((3S,5R)-5-cyano-1-(7-(8-ethynyl-7-fluoro-3-hydroxynaphthalen-1-yl)-8-fluoro-2-((tetrahydro-1H-pyrrolizin-7a(5H)-yl)methoxy)pyrido[4,3-d]pyrimidin-4-yl)azepan-3-yl)acrylamide